COC(COC1=C(C=CC=C1)C(CC)[C@]1(N(CCCC1)C([C@@H](CC)C1=CC(=C(C(=C1)OC)OC)OC)=O)C(=O)O)=O 1-(2-(2-methoxy-2-oxoethoxy)phenyl)propyl-(S)-1-((S)-2-(3,4,5-trimethoxyphenyl)butanoyl)piperidine-2-carboxylic acid